6-chloro-2-ethyl-3-nitropyridin-4-amine ClC1=CC(=C(C(=N1)CC)[N+](=O)[O-])N